ONC(C1=CC=C(C=C1)NC1=NC2=C(N1C(C)C)C=CC(=C2)C=2C=NC=NC2)=O N-hydroxy-4-(1-isopropyl-5-(pyrimidin-5-yl)-1H-benzo[d]imidazol-2-ylamino)benzamide